NCC1CCC(CC1)N1C2=NC(=NC=C2N=C1NC=1C=NC=C(C1)Cl)NC1(CCOCC1)C 9-((1s,4s)-4-(aminomethyl)cyclohexyl)-N8-(5-chloropyridin-3-yl)-N2-(4-methyltetrahydro-2H-pyran-4-yl)-9H-purine-2,8-diamine